3-[4-[1-[2-[4-[[2,6-dimethoxy-4-(6-methyl-7-oxo-1H-pyrazolo[3,4-c]pyridin-4-yl)phenyl]methylamino]phenyl]acetyl]-4-piperidyl]anilino]piperidine-2,6-dione COC1=C(C(=CC(=C1)C=1C2=C(C(N(C1)C)=O)NN=C2)OC)CNC2=CC=C(C=C2)CC(=O)N2CCC(CC2)C2=CC=C(NC1C(NC(CC1)=O)=O)C=C2